Lutetium-aluminium [Al].[Lu]